(1R,4R)-4-((diphenylmethylene)amino)-1-(4-fluoro-3-(5-fluoropyrimidin-2-yl)benzyl)cyclopent-2-ene-1-carboxylic acid methyl ester COC(=O)[C@]1(C=C[C@@H](C1)N=C(C1=CC=CC=C1)C1=CC=CC=C1)CC1=CC(=C(C=C1)F)C1=NC=C(C=N1)F